FC1(CC(C1)CN1N=C(C(=C1C(=O)O)C(F)(F)F)C(C)(F)F)F 1-((3,3-difluorocyclobutyl)methyl)-3-(1,1-difluoroethyl)-4-(trifluoromethyl)-1H-pyrazole-5-carboxylic acid